cis-rac-tert-butyl (3R,4S)-4-((4-amino-2-bromo-5-(methoxycarbonyl)phenyl)amino)-3-fluoropiperidine-1-carboxylate NC1=CC(=C(C=C1C(=O)OC)N[C@@H]1[C@@H](CN(CC1)C(=O)OC(C)(C)C)F)Br |r|